C(C)NS(=O)(=O)NC=1C(=C(C(=O)C2=NNC3=NC=C(C=C32)C3=CC=C(C=C3)S(=O)(=O)N)C(=CC1)F)F 4-[3-[3-(ethylsulfamoylamino)-2,6-difluorobenzoyl]-1H-pyrazolo[3,4-b]pyridin-5-yl]benzenesulfonamide